2-((((9H-Fluoren-9-yl)methoxy)carbonyl)(methyl)amino)-4-(3-(trifluoromethyl)phenyl)butanoic acid C1=CC=CC=2C3=CC=CC=C3C(C12)COC(=O)N(C(C(=O)O)CCC1=CC(=CC=C1)C(F)(F)F)C